2-((4-(4-(trifluoromethyl)phenyl)phthalazin-1-yl)amino)ethan-1-ol FC(C1=CC=C(C=C1)C1=NN=C(C2=CC=CC=C12)NCCO)(F)F